ClC1=C(C(=CC=C1Cl)OCOC)C(C)N 1-(2,3-dichloro-6-(methoxymethoxy)phenyl)ethan-1-amine